C(#N)C(NC(=O)[C@@H]1[C@H]2C([C@H]2CN1C([C@H](C(C)(C)C)NC=1C=NC=NC1)=O)(C)C)C=1C=NC=C2C=CC=NC12 (1R,2S,5S)-N-[cyano(1,6-naphthyridin-8-yl)methyl]-3-[(2S)-3,3-dimethyl-2-(pyrimidin-5-ylamino)butanoyl]-6,6-dimethyl-3-azabicyclo[3.1.0]hexane-2-carboxamide